(3S)-5,6-dichloro-1'-[(1S,3R,4S)-3,4-dihydroxycyclopentanecarbonyl]-1H-spiro[indol-3,3'-pyrrolidin]-2-one ClC=1C=C2C(=CC1Cl)NC([C@]21CN(CC1)C(=O)C1C[C@H]([C@H](C1)O)O)=O